N-(1-methyl-4-piperidyl)-6-{3-[4-(dimethylphosphoryl)-2-anisidino]-1-propynyl}-1-(2,2,2-trifluoroethyl)-4-indolecarboxamide CN1CCC(CC1)NC(=O)C=1C=2C=CN(C2C=C(C1)C#CCNC=1C(OC)=CC=C(C1)P(=O)(C)C)CC(F)(F)F